BrC1=CC=C(O1)CNC(C)C N-[(5-bromofuran-2-yl)methyl]propan-2-amine